ClC1=CC2=C(C=N1)C=C(N2)I 6-chloro-2-iodo-1H-pyrrolo[3,2-c]pyridine